NC1=NC=C(C2=C1C(=C(S2)C2=C(C=C(C=C2)NC(C(=C)C)=O)C)C2=CC(=C(C=C2)OC2=NC=CC(=N2)C)F)C=2N=CN(C2)C([2H])([2H])[2H] N-(4-(4-amino-3-(3-fluoro-4-((4-methylpyrimidin-2-yl)oxy)phenyl)-7-(1-(methyl-d3)-1H-imidazol-4-yl)thieno[3,2-c]pyridin-2-yl)-3-methylphenyl)methacrylamide